4-hydroxypyrrolidine-1-carboxylate OC1CCN(C1)C(=O)[O-]